(4-(3H-imidazo[4,5-b]pyridin-7-yl)-1H-pyrazole-1-carbonyl)piperidine-4-carbonitrile N1=CNC2=NC=CC(=C21)C=2C=NN(C2)C(=O)N2CCC(CC2)C#N